CC1=C(C=CC=C1F)C1=CC=CC=C1 methyl-3-fluorobiphenyl